BrC1=CC=C(OC2=NC=C(C(=C2)C)[N+](=O)[O-])C=C1 2-(4-bromophenoxy)-4-methyl-5-nitropyridine